FC1=C(C=CC(=C1)F)C=1OC2=C(C=C(C=C2C(C1)=O)C)[C@@H](C)NC1=C(C=CC=C1)\C(\C(F)(F)F)=N/O (R,E)-2-(2,4-difluorophenyl)-6-methyl-8-(1-((2-(2,2,2-trifluoro-1-(hydroxyimino)ethyl)phenyl)amino)ethyl)-4H-chromen-4-one